FC1=CC(=CC=2C=COC21)C=2C(=NC(=CN2)CCCOC(F)(F)F)N2CCC(CC2)C(=O)O 1-(3-(7-fluorobenzofuran-5-yl)-6-(3-(trifluoromethoxy)propyl)pyrazin-2-yl)piperidine-4-carboxylic acid